2-amino-4-methylsulfanyl-butyrate NC(C(=O)[O-])CCSC